(4-bromo-3,5-dimethylphenyl)diphenylamine BrC1=C(C=C(C=C1C)N(C1=CC=CC=C1)C1=CC=CC=C1)C